1-((2R,3R,4R,5S)-4-allyl-5-((bis(4-methoxyphenyl)(phenyl)methoxy)methyl)-3-methoxytetrahydrofuran-2-yl)pyrimidine-2,4(1H,3H)-dione C(C=C)[C@H]1[C@H]([C@@H](O[C@@H]1COC(C1=CC=CC=C1)(C1=CC=C(C=C1)OC)C1=CC=C(C=C1)OC)N1C(NC(C=C1)=O)=O)OC